4-(4-(Cyclopentylamino)phenoxy)-N,2-dimethylbenzamide C1(CCCC1)NC1=CC=C(OC2=CC(=C(C(=O)NC)C=C2)C)C=C1